4,4,5,5-tetramethyl-2-(oxan-4-ylidenemethyl)-1,3,2-dioxaborolane CC1(OB(OC1(C)C)C=C1CCOCC1)C